C1(CCCC1)C(C(=O)[O-])C(C)=O 2-cyclopentyl-3-oxobutyrate